OCCCNC(OCCC=1SC=C(N1)C1=NN(C2=CC=C(C=C12)O[Si](C)(C)C(C)(C)C)C1OCCCC1)=O 2-[4-[5-[tert-butyl(dimethyl)silyl]oxy-1-tetrahydropyran-2-yl-indazol-3-yl]thiazol-2-yl]ethyl N-(3-hydroxypropyl)carbamate